CC1=C(C=C(C=C1)NC(=O)[C@@H]1[C@@H]2C[C@@H]2CC1)C=1OC=C(N1)C (1R,2S,5S)-N-(4-methyl-3-(4-methyloxazol-2-yl)phenyl)bicyclo[3.1.0]hexane-2-carboxamide